bis-(tricyclohexylphosphino)palladium dichloride C1(CCCCC1)P(C1CCCCC1)(C1CCCCC1)[Pd](P(C1CCCCC1)(C1CCCCC1)C1CCCCC1)(Cl)Cl